ClC1=CC(=C(O[C@H](C(=O)OCC)C)C=C1Cl)C1=NOCC1OCCCC ethyl (2S)-2-[4,5-dichloro-2-(4-butoxy-4,5-dihydroisoxazol-3-yl)phenoxy]propanoate